1-PIPERIDINECARBOXYLIC ACID N1(CCCCC1)C(=O)O